2-methyl-N-[[5-(trifluoromethyl)-1-(2-trimethylsilylethoxymethyl)imidazol-2-yl]methylene]propane-2-sulfinamide CC(C)(C)S(=O)N=CC=1N(C(=CN1)C(F)(F)F)COCC[Si](C)(C)C